(S)-6-(3-(4-bromophenyl)-1,2,4-oxadiazol-5-yl)-2,2-dimethyl-3,4-dihydro-2H-pyrano[2,3-b]pyridin-4-ol BrC1=CC=C(C=C1)C1=NOC(=N1)C=1C=C2C(=NC1)OC(C[C@@H]2O)(C)C